(2R)-2-amino-3-(pyridin-3-yl)propionic acid cyclopentyl ester ditrifluoromethanesulfonate FC(S(=O)(=O)O)(F)F.FC(S(=O)(=O)O)(F)F.C1(CCCC1)OC([C@@H](CC=1C=NC=CC1)N)=O